C(C)C=1N=C(OC1)C=1C=C2CC3(C(NC(NC3=O)=O)=O)[C@H]3N(C2=C(C1F)F)C[C@@H](O[C@@H]3C)C (2S,4R,4aR)-8-(4-ethyloxazol-2-yl)-9,10-difluoro-2,4-dimethyl-2,4,4a,6-tetrahydro-1H,1'H-spiro[[1,4]oxazino[4,3-a]quinoline-5,5'-pyrimidine]-2',4',6'(3H)-trione